6-{5-chloro-2-[(oxan-4-yl)amino]pyrimidin-4-yl}-2-{2-[(3S)-7-fluoro-3-(hydroxymethyl)-1,2,3,4-tetrahydroisoquinolin-2-yl]-2-oxoethyl}-2,3-dihydro-1H-isoindol-1-one ClC=1C(=NC(=NC1)NC1CCOCC1)C1=CC=C2CN(C(C2=C1)=O)CC(=O)N1CC2=CC(=CC=C2C[C@H]1CO)F